CC=1C=C(N=NC1C)NC1=NN2C(C=C(C=C2)C=2N(N=CC2OC[C@@H]2N(CC2)CCF)C)=C1 N-(5,6-dimethylpyridazin-3-yl)-5-[4-[[(2R)-1-(2-fluoroethyl)azetidin-2-yl]methoxy]-2-methyl-pyrazol-3-yl]pyrazolo[1,5-a]pyridin-2-amine